O[C@H]1CNCC[C@H]1C(=O)N1CCN(CC1)C(=O)C1=C(C=C(C=C1)NC=1C=2N(C=CN1)C(=CN2)C=2C(=NNC2)C(F)(F)F)C [4-[(3R,4R)-3-hydroxypiperidine-4-carbonyl]piperazin-1-yl]-[2-methyl-4-[[3-[3-(trifluoromethyl)-1H-pyrazol-4-yl]imidazo[1,2-a]pyrazin-8-yl]amino]phenyl]methanone